CC1(CCC(CC1)N1C(NC2=CC=CC(=C2C1)C)=O)C(=O)OCC ethyl 1-methyl-4-(5-methyl-2-oxo-1,2-dihydroquinazolin-3(4H)-yl)cyclohexanecarboxylate